COC=1C=C2CCNC(C2=CC1)CN1C(C2=CC=CC=C2C1=O)=O 2-[(6-methoxy-1,2,3,4-tetrahydroisoquinolin-1-yl)methyl]-2,3-dihydro-1H-isoindole-1,3-dione